3-{[4-Methylmorpholin-2-yl]methoxy}-5-(5-methyl-1,3-thiazol-2-yl)-N-{(1R)-1-[2-(trifluoromethyl)pyrimidin-5-yl]ethyl}benzamide CN1CC(OCC1)COC=1C=C(C(=O)N[C@H](C)C=2C=NC(=NC2)C(F)(F)F)C=C(C1)C=1SC(=CN1)C